NC1=NC(=C(C(=N1)NCC1=CC=C(C=C1)Cl)C(=O)O)C=1OC=CC1 2-amino-4-[(4-chlorophenyl)methylamino]-6-(2-furyl)pyrimidine-5-carboxylic acid